C1(CC1)C=1C=C(C=CC1N1CC2(COC2)C1)C1=NNC(O[C@H]1C)=O (S)-5-(3-cyclopropyl-4-(2-oxa-6-azaspiro[3.3]hept-6-yl)phenyl)-6-methyl-3,6-dihydro-2H-1,3,4-oxadiazin-2-one